ethyl 2-({6-[(1,3-benzothiazol-2-yl)amino]-5-methylpyridazin-3-yl}(methyl)amino)-5-(4-phenoxypiperidin-1-yl)-1,3-thiazole-4-carboxylate S1C(=NC2=C1C=CC=C2)NC2=C(C=C(N=N2)N(C=2SC(=C(N2)C(=O)OCC)N2CCC(CC2)OC2=CC=CC=C2)C)C